5-chloro-2-(4-ethylpiperazine-1-carbonyl)-7,8-dihydro-6H-spiro[[1,3]oxazolo[5,4-f]quinazoline-9,1'-cyclohexane]-7-one ClC=1C=C2C(=C3C1NC(NC31CCCCC1)=O)OC(=N2)C(=O)N2CCN(CC2)CC